1,3,4,4,4-pentafluoro-3-(trifluoromethyl)-2-butanol FCC(C(C(F)(F)F)(C(F)(F)F)F)O